N1=CC(=CC=C1)CCC=1SC=C(N1)\C=N/O (Z)-2-(2-(pyridin-3-yl)ethyl)thiazole-4-carbaldehyde oxime